cerium nitrate ethoxide [O-]CC.[N+](=O)([O-])[O-].[Ce+2]